N-(4-(4-Amino-6-ethynyl-5-(quinolin-3-yl)-7H-pyrrolo[2,3-d]pyrimidin-7-yl)bicyclo-[2.2.1]heptan-1-yl)-2-methoxyacetamide NC=1C2=C(N=CN1)N(C(=C2C=2C=NC1=CC=CC=C1C2)C#C)C21CCC(CC2)(C1)NC(COC)=O